5-(3-((2,3-dihydrobenzofuran-7-yl)sulfonyl)-5-morpholinophenyl)pyrimidin-2-amine O1CCC2=C1C(=CC=C2)S(=O)(=O)C=2C=C(C=C(C2)N2CCOCC2)C=2C=NC(=NC2)N